5-Cyano-3-methyl-N-(3-(4-morpholinophenyl)-1H-indazol-5-yl)picolinamide C(#N)C=1C=C(C(=NC1)C(=O)NC=1C=C2C(=NNC2=CC1)C1=CC=C(C=C1)N1CCOCC1)C